N=1C=CN2C1C=CC=C2C[C@@H](C)NC(OC(C)(C)C)=O tert-butyl (R)-(1-(imidazo[1,2-a]pyridin-5-yl)propan-2-yl)carbamate